[Na+].[Na+].C(CCCS(=O)(=O)[O-])S(=O)(=O)[O-] 1,4-Butanedisulfonic acid disodium salt